C1(=CC=CC=C1)C1=NC(=NC(=N1)C1=CC=CC=C1)B1OC(C(O1)(C)C)(C)C 2,4-Diphenyl-6-(4,4,5,5-tetramethyl-1,3,2-dioxaborolan-2-yl)-1,3,5-triazine